(S)-3-cyclopropyl-3-(3-((5-((diisopropylamino)methyl)-2-fluoro-4-(2-methoxypyridin-4-yl)benzoyl)oxy)phenyl)propanoic acid C1(CC1)[C@H](CC(=O)O)C1=CC(=CC=C1)OC(C1=C(C=C(C(=C1)CN(C(C)C)C(C)C)C1=CC(=NC=C1)OC)F)=O